methyl (trifluoromethyl) carbonate C(OC)(OC(F)(F)F)=O